[Al].[La] lanthanum-aluminum